N1=NC(=CC=C1)N1C[C@@H](CC1)N (3R)-1-pyridazin-3-ylpyrrolidin-3-amine